C(C)(C)OC(=O)OC(C)OC(=O)[C@H]1[C@@H](N(C[C@@H]1C1=CC2=C(OCO2)C=C1)CC(=O)N(CCCC)CCCC)C1=CC=C(C=C1)OC 1-[(isopropoxycarbonyl)oxy]ethyl-(2R,3R,4S)-4-(benzo[d][1,3]dioxolan-5-yl)-1-[2-(dibutylamino)-2-oxo Ethyl]-2-(4-methoxyphenyl)pyrrolidine-3-carboxylate